(R)-N-(2-(1-cyclopropyl-2-hydroxy-2-methylpropyl)-3-oxoisoindolin-4-yl)-2,3-dihydro-[1,4]dioxino[2,3-b]pyridine-8-carboxamide C1(CC1)[C@H](C(C)(C)O)N1CC2=CC=CC(=C2C1=O)NC(=O)C1=C2C(=NC=C1)OCCO2